C(C=C)N=C(C)C1=C(C=CC=C1)C N-allyl-1-(o-tolyl)ethane-1-imine